C(C1=CC=CC=C1)ON1C(=CC=CC1=O)C(=O)NCCOCCOCCOCCC(=O)O 3-{2-[2-(2-{[1-(Benzyloxy)-6-oxopyridin-2-yl]formamido}ethoxy)ethoxy]ethoxy}propanoic acid